(6-(3-(2-fluoro-5-methylphenyl)-4-(trifluoromethyl)-1H-pyrazol-1-yl)-2-azaspiro[3.3]hept-2-yl)methanone FC1=C(C=C(C=C1)C)C1=NN(C=C1C(F)(F)F)C1CC2(CN(C2)C=O)C1